C(C)O/C=C/C(C(F)(F)F)=O (E)-4-ethoxy-1,1,1-trifluoro-but-3-en-2-one